6-methoxy-2-(2'-(4-methyl-4H-1,2,4-triazol-3-yl)-[1,1'-biphenyl]-3-yl)-7-(trifluoromethyl)-1H-benzo[d]imidazole COC=1C=CC2=C(NC(=N2)C=2C=C(C=CC2)C2=C(C=CC=C2)C2=NN=CN2C)C1C(F)(F)F